N,N-diethyl-3-iodo-5-(3-methyl-1H-indazol-1-yl)aniline C(C)N(C1=CC(=CC(=C1)N1N=C(C2=CC=CC=C12)C)I)CC